NC(C[C@@H]1C(N2C(N(O1)C(=O)OCC1=CC=CC3=CC=CC=C13)CN(C([C@@H]2CC2=CC=CC=C2)=O)CCC(C)C)=O)=O (3R,6S)-naphthalen-1-ylmethyl 3-(2-amino-2-oxoethyl)-6-benzyl-8-isopentyl-4,7-dioxohexahydropyrazino[2,1-c][1,2,4]oxadiazine-1(6H)-carboxylate